2-((2-((4-chlorophenyl)ethynyl)phenyl)amino)naphthalene-1,4-dione ClC1=CC=C(C=C1)C#CC1=C(C=CC=C1)NC=1C(C2=CC=CC=C2C(C1)=O)=O